2-((benzyloxy)methyl)-4-cyclopropyl-1-(5-(trifluoromethyl)isoindolin-2-yl)butane-1,4-dione C(C1=CC=CC=C1)OCC(C(=O)N1CC2=CC=C(C=C2C1)C(F)(F)F)CC(=O)C1CC1